CC1=C(C=C(C=C1)C1=CC=C(C=C1)S(=O)(=O)C1CCNCC1)N(C=1SC=C(N1)C1=NC(=CC(=N1)N)N)CCC 2-(2-((4-Methyl-4'-(piperidin-4-ylsulfonyl)-[1,1'-biphenyl]-3-yl)(propyl)amino)thiazol-4-yl)pyrimidine-4,6-diamine